C1(CC1)CN1C(=CC2=CC=CC=C12)C1=NC2=C(N1CC1=CN=NN1C)C(=CC(=C2)C(=O)N2C1CCC(C2)[C@H]1N)OC (7R)-2-{2-[1-(cyclopropylmethyl)-1H-indol-2-yl]-7-methoxy-1-[(1-methyl-1H-1,2,3-triazol-5-yl)methyl]-1H-1,3-benzodiazole-5-carbonyl}-2-azabicyclo[2.2.1]heptan-7-amine